3-((6-(3-methoxyphenyl)-3-azabicyclo[4.1.0]hept-3-yl)carbonyl)-1,5,7-trimethyl-1,5-dihydro-4H-pyrrolo[3,2-c]pyridin-4-one COC=1C=C(C=CC1)C12CCN(CC2C1)C(=O)C1=CN(C2=C1C(N(C=C2C)C)=O)C